7-fluoro-6-[(5-methoxypyridin-2-yl)methoxy]-2-(1-methyl-6-oxo-1,6-dihydropyridazin-3-yl)-2,3-dihydro-1H-isoindol-1-one FC=1C(=CC=C2CN(C(C12)=O)C1=NN(C(C=C1)=O)C)OCC1=NC=C(C=C1)OC